CC(CN1CN(CN(C1)CC(O)C)CC(O)C)O α,α',α''-trimethyl-1,3,5-triazine-1,3,5(2H,4H,6H)-triethanol